BrC1=NOC(=N1)C1CC1 3-bromo-5-cyclopropyl-1,2,4-Oxadiazole